tert-butyl (3R)-4-[3-cyano-4-(methoxycarbonyl)phenyl]-3-methylpiperazine-1-carboxylate C(#N)C=1C=C(C=CC1C(=O)OC)N1[C@@H](CN(CC1)C(=O)OC(C)(C)C)C